N,N'-bis(1-naphthyl)-1,1'-biphenyl-4,4'-diamine C1(=CC=CC2=CC=CC=C12)NC1=CC=C(C=C1)C1=CC=C(C=C1)NC1=CC=CC2=CC=CC=C12